2,3-dimethoxy-5-methyl-1,4-naphthoquinone COC=1C(C2=CC=CC(=C2C(C1OC)=O)C)=O